tert-butyl 4-[2-bromo-4-[3-[(4-methoxyphenyl)methyl]-2,4-dioxo-hexahydropyrimidin-1-yl]phenyl]piperidine-1-carboxylate BrC1=C(C=CC(=C1)N1C(N(C(CC1)=O)CC1=CC=C(C=C1)OC)=O)C1CCN(CC1)C(=O)OC(C)(C)C